Methyl 4-(1-Butylamino)-1-methyl-1H-pyrazole-5-carboxylate C(CCC)NC=1C=NN(C1C(=O)OC)C